3-(4-((8-((adamantan-2-yl)amino)octyl)thio)-1-oxoisoindolin-2-yl)piperidine-2,6-dione C12C(C3CC(CC(C1)C3)C2)NCCCCCCCCSC2=C3CN(C(C3=CC=C2)=O)C2C(NC(CC2)=O)=O